COCCN(C=1N=C(C2=C(N1)C(=NC(=N2)N(CCOC)CCOC)N2CCC(CC2)OC)OCC=2C=C(C#N)C=CC2)CCOC 3-(((2,6-bis(bis(2-methoxyethyl)amino)-8-(4-methoxypiperidin-1-yl)pyrimido[5,4-d]pyrimidin-4-yl)oxy)methyl)benzonitrile